Ethyl bromoacetat BrCC(=O)OCC